(2-(4,4-difluoropiperidin-1-yl)-4-morpholinylphenyl)-5-(1H-pyrazol-4-yl)furan-2-carboxamide FC1(CCN(CC1)C1=C(C=CC(=C1)N1CCOCC1)C1=C(OC(=C1)C=1C=NNC1)C(=O)N)F